tert-butyl (3R)-3-[6-(N-tert-butoxycarbonyl-2-cyano-3,6-difluoro-anilino)-5-fluoro-4-oxo-quinazolin-3-yl]-1-oxa-8-azaspiro[4.5]decane-8-carboxylate C(C)(C)(C)OC(=O)N(C1=C(C(=CC=C1F)F)C#N)C=1C(=C2C(N(C=NC2=CC1)[C@H]1COC2(C1)CCN(CC2)C(=O)OC(C)(C)C)=O)F